ClC1=C(CN2C3=C(OCC2)C=C(C=C3)NC(=O)NC3=CC=C2C=CNC2=C3)C(=CC=C1)F 1-(4-(2-chloro-6-fluorobenzyl)-3,4-dihydro-2H-benzo[b][1,4]oxazin-7-yl)-3-(1H-indol-6-yl)urea